tetrabutylammonium 2-naphthoate C1=C(C=CC2=CC=CC=C12)C(=O)[O-].C(CCC)[N+](CCCC)(CCCC)CCCC